Cl.NCC=1C=CC=2C(N(C3=CC=CC1C23)C2C(NC(CC2)=O)=O)=O 3-[5-(aminomethyl)-2-oxo-benzo[cd]indol-1-yl]piperidine-2,6-dione hydrochloride